N1=CC(=C2N1C=CN=C2)C(=O)N2CC1(C2)CC(C1)NC(C1=CC(=CC=C1)C(F)(F)F)=O N-(2-(pyrazolo[1,5-a]pyrazine-3-carbonyl)-2-azaspiro[3.3]heptan-6-yl)-3-(trifluoromethyl)benzamide